ClCC(=O)N(C(C(NCCC1=CC=CC=C1)=O)C1=CC=C(C=C1)[N+](=O)[O-])C1=CC(=CC=C1)Cl 2-chloro-N-(3-chlorophenyl)-N-(1-(4-nitrophenyl)-2-oxo-2-(phenethylamino)ethyl)acetamide